3-(3-Hydroxy-5-(3-((naphthalen-1-yloxy)methyl)phenyl)picolinamido)-2,2-dimethylpropionic acid OC=1C(=NC=C(C1)C1=CC(=CC=C1)COC1=CC=CC2=CC=CC=C12)C(=O)NCC(C(=O)O)(C)C